BrCC(=O)N1C(CCC1)C1=CC=C(C=C1)Cl 2-bromo-1-(2-(4-chlorophenyl)pyrrolidin-1-yl)ethan-1-one